6-(2H-1,2,3-triazol-2-yl)-3-amino-5-triFluoromethylpyridine N=1N(N=CC1)C1=C(C=C(C=N1)N)C(F)(F)F